BrC=1C=C(C=CC1)C1(CC(C1)(OC)OC)C#N (3-bromophenyl)-3,3-dimethoxycyclobutane-1-carbonitrile